R-(+)-alpha-phenylethylamine CC(C1=CC=CC=C1)N